COC1=CC=C(C=N1)C=C1C(OC(OC1=O)(C)C)=O 5-((6-methoxypyridin-3-yl)methylene)-2,2-dimethyl-1,3-dioxane-4,6-dione